COC1=CC=C(C=C1)CC(=O)NNC1=NC=CC=C1 2-(4-methoxyphenyl)-N'-(pyridine-2-yl)acethydrazide